C(=O)(OC(C)(C)C)N[C@@H]1CNC[C@@H](C1)C (3S,5R)-3-(Boc-amino)-5-methylpiperidine